trimethyl-4-phenyl-butanenitrile CC(C(C#N)(C)C)CC1=CC=CC=C1